ClC1=CC=C(C=C)C=C1 DL-p-chlorostyrene